ClC1=C(C=C(C=C1)S(=O)(=O)N1C[C@]2(CC3=C(C=C2CC1)N(N=C3)C3=CC=C(C=C3)F)C(=O)OC)F (R)-methyl 6-((4-chloro-3-fluorophenyl)sulfonyl)-1-(4-fluorophenyl)-4,4a,5,6,7,8-hexahydro-1H-pyrazolo[3,4-g]isoquinoline-4a-carboxylate